P(=O)(OCC(F)(F)F)([O-])F.[Al+3].FC(COP(=O)([O-])F)(F)F.FC(COP(=O)([O-])F)(F)F aluminum 2,2,2-trifluoroethyl fluorophosphate